tert-butyl (4-(4-oxo-3,4-dihydroquinazolin-2-yl)bicyclo[2.1.1]hexan-1-yl)carbamate O=C1NC(=NC2=CC=CC=C12)C12CCC(C1)(C2)NC(OC(C)(C)C)=O